COS(=O)(=O)[O-].C(CCC)[P+](C)(CCCC)CCCC tributylmethyl-phosphonium methyl-sulfate